4-Ethyloxazolidine-2,5-dione C(C)C1NC(OC1=O)=O